2-(4-(1H-imidazol-1-yl)phenyl)-5-methyl-4-((4-(3-(trifluoromethoxy)phenyl)-3,6-dihydropyridin-1(2H)-yl)methyl)oxazole N1(C=NC=C1)C1=CC=C(C=C1)C=1OC(=C(N1)CN1CCC(=CC1)C1=CC(=CC=C1)OC(F)(F)F)C